2-AMINONAPHTHALENE-7-BORONIC ACID NC1=CC2=CC(=CC=C2C=C1)B(O)O